C(C1=CC=CC=C1)NCCC[Si](OCC)(OCC)OCC N-Benzyl-3-aminopropyltriethoxysilane